(4S,5R)-5-[3-fluoro-5-(trifluoromethyl)phenyl]-4-(hydroxymethyl)-N-(isoquinolin-4-ylmethyl)-2-oxo-1,3-oxazolidine-3-carboxamide FC=1C=C(C=C(C1)C(F)(F)F)[C@@H]1[C@@H](N(C(O1)=O)C(=O)NCC1=CN=CC2=CC=CC=C12)CO